ClC1=C2C(=NC=C1C=1C=C(C=CC1)N1C(CN(CC1)C(=O)OC)=O)NC=C2CC Methyl 4-(3-(4-chloro-3-ethyl-1H-pyrrolo[2,3-b]pyridin-5-yl) phenyl)-3-oxopiperazine-1-carboxylate